CC1=C(C=CC(=C1)OC)C(=O)C(=O)C1=CC=C(C=C1)OC methyl-4,4'-dimethoxybenzil